6',8'-dichloro-N-[(2-methyl-1H-indol-5-yl)methyl]-4'-oxo-3',4'-dihydrospiro[azetidine-3,2'-[1]benzopyran]-1-carboxamide ClC=1C=C(C2=C(C(CC3(O2)CN(C3)C(=O)NCC=3C=C2C=C(NC2=CC3)C)=O)C1)Cl